OB1OCC2=C1C(=C(C=C2)C(=O)N[C@@H](C(C)C)C(=O)OCC2=CC=C(C=C2)Cl)C 4-chlorobenzyl (1-hydroxy-7-methyl-1,3-dihydrobenzo[c][1,2]oxaborole-6-carbonyl)-L-valinate